trans-tert-butyl N-[4-[[3-[(Z)-N'-[4-[tert-butyl(dimethyl)silyl]oxy-2-ethyl-phenyl]carbamimidoyl]-6-(1-methylpyrazol-4-yl)pyrrolo[1,2-b]pyridazin-4-yl]amino]cyclohexyl]-carbamate [Si](C)(C)(C(C)(C)C)OC1=CC(=C(C=C1)\N=C(/N)\C1=C(C=2N(N=C1)C=C(C2)C=2C=NN(C2)C)N[C@@H]2CC[C@H](CC2)NC(OC(C)(C)C)=O)CC